4-bromo-1-cyclopentylmethoxy-2-Fluorobenzene BrC1=CC(=C(C=C1)OCC1CCCC1)F